(2-(((2R,3S,4R,5R)-5-(6-chloro-4-(cyclopentylamino)-1H-pyrazolo[3,4-d]pyrimidin-1-yl)-3,4-dihydroxytetrahydrofuran-2-yl)methoxy)-1-(2-hydroxy-ethoxy)propan-2-yl)phosphonic acid ClC1=NC(=C2C(=N1)N(N=C2)[C@H]2[C@@H]([C@@H]([C@H](O2)COC(COCCO)(C)P(O)(O)=O)O)O)NC2CCCC2